methyl 2-[6-[3-(3-bromo-2-methyl-phenoxy)prop-1-ynyl]-3-pyridyl]acetate BrC=1C(=C(OCC#CC2=CC=C(C=N2)CC(=O)OC)C=CC1)C